3-methoxy-1-(4-methoxybenzyl)-1H-pyrazole-4-carboxylic acid ethyl ester C(C)OC(=O)C=1C(=NN(C1)CC1=CC=C(C=C1)OC)OC